tert-butyl (2-((7H-pyrrolo[2,3-d]pyrimidin-4-yl)amino)ethyl)carbamate N1=CN=C(C2=C1NC=C2)NCCNC(OC(C)(C)C)=O